FC=1C(=C(C=CC1F)[C@H]1[C@@H](O[C@@]([C@H]1C)(C(F)(F)F)C)C(=O)NC1=CC(=NC=C1F)C(=O)N)OC 4-[[(2R,3s,4s,5s)-3-(3,4-difluoro-2-methoxy-phenyl)-4,5-dimethyl-5-(trifluoromethyl)tetrahydrofuran-2-carbonyl]amino]-5-fluoro-pyridine-2-carboxamide